(5-(benzyloxy)-2-fluorophenyl)(6-(3-(2-(benzyloxy)pyridin-3-yl)-5-(trifluoromethyl)-1H-pyrazol-1-yl)-2-azaspiro[3.3]heptan-2-yl)methanone C(C1=CC=CC=C1)OC=1C=CC(=C(C1)C(=O)N1CC2(C1)CC(C2)N2N=C(C=C2C(F)(F)F)C=2C(=NC=CC2)OCC2=CC=CC=C2)F